BrC=1C=C(C=CC1N1CCCC1)C1=CC(C(=CN1C1=CC2=C(N=C(O2)N2[C@H](CCC2)COC)C=C1)C(=O)O)=O (R)-6-(3-bromo-4-(pyrrolidin-1-yl)phenyl)-1-(2-(2-(methoxymethyl)pyrrolidin-1-yl)benzo[d]oxazol-6-yl)-4-oxo-1,4-dihydropyridine-3-carboxylic acid